OC(C)(C=C)CCC=C(C)CCC=C(C)C 6E-nerolidol